FC(C(=O)C1=CC(=CC=C1)Cl)(F)F 2,2,2-trifluoro-1-(3-chlorophenyl)ethan-1-one